N-(5-((2-(4H-pyrrolo[3,4-d]thiazol-5(6H)-yl)ethyl)carbamoyl)-2-methylpyridin-3-yl)-2-(1-methyl-1H-pyrazol-4-yl)pyrazolo[5,1-b]thiazole-7-carboxamide S1C=NC2=C1CN(C2)CCNC(=O)C=2C=C(C(=NC2)C)NC(=O)C=2C=NN1C2SC(=C1)C=1C=NN(C1)C